ClC1=C(C#N)C=CC(=C1)N1CC2(C[C@@H]1C)CCN(CC2)C=2C=NC(=CC2)CN2CCN(CC2)C2CN(C2)C=2C=C1C(N(C(C1=CC2)=O)C2C(NC(CC2)=O)=O)=O 2-chloro-4-((3S)-8-(6-((4-(1-(2-(2,6-dioxopiperidin-3-yl)-1,3-dioxoisoindolin-5-yl)azetidin-3-yl)piperazin-1-yl)methyl)pyridin-3-yl)-3-methyl-2,8-diazaspiro[4.5]decan-2-yl)benzonitrile